C(C1=CC=CC=C1)OC1=CC=C(C=C1)[C@H]1[C@@H](C1)NC1CC(C1)N N1-((trans)-2-(4-(benzyloxy)phenyl)cyclopropyl)cyclobutane-1,3-diamine